N-methyl-4-(piperazin-1-yl)-1H-indole-2-carboxamide hydrochloride Cl.CNC(=O)C=1NC2=CC=CC(=C2C1)N1CCNCC1